1,2-di-butyryl-sn-glycero-3-phosphorylcholine C(CCC)(=O)OC[C@@H](OC(CCC)=O)COP(=O)(O)OCC[N+](C)(C)C